O=C1N[C@H]2[C@@H](N1)CS[C@H]2CCCCC(=O)ON2C(CCC2=O)=O 2,5-dioxopyrrolidin-1-yl 5-((3aS,4S,6aR)-2-oxohexahydro-1H-thieno[3,4-d]imidazol-4-yl)pentanoate